Iridium-iron [Fe].[Ir]